N-methylsulfonyl-cyclobutanecarboxamide CS(=O)(=O)NC(=O)C1CCC1